NCCCC(C)OP(OCC)OCC 3-aminopropyltriethoxyphosphane